1-(fluoro(phenyl)methyl)-4-(trifluoromethyl)benzene tert-butyl-(S)-5-bromo-2-((tert-butoxycarbonyl)(methyl)amino)pentanoate C(C)(C)(C)OC([C@H](CCCBr)N(C)C(=O)OC(C)(C)C)=O.FC(C1=CC=C(C=C1)C(F)(F)F)C1=CC=CC=C1